tert-butyl (2-(2-fluoro-5-methoxybenzofuran-6-yl)ethyl)carbamate FC=1OC2=C(C1)C=C(C(=C2)CCNC(OC(C)(C)C)=O)OC